F[C@@H](C(=O)N)[C@@](C)(O)C1=CC=C(C=C1)F (2R,3S)-2-fluoro-3-(4-fluorophenyl)-3-hydroxybutyramide